5-(((5-phenyl-2-(pyridin-4-yl)thieno[2,3-d]pyrimidin-4-yl)amino)methyl)thiophene-2-sulfonamide C1(=CC=CC=C1)C1=CSC=2N=C(N=C(C21)NCC2=CC=C(S2)S(=O)(=O)N)C2=CC=NC=C2